5-(4-(3-(8-fluoro-1-oxo-1,2-dihydroisoquinolin-3-yl)propionyl)piperazin-1-yl)pyridinecarbonitrile FC=1C=CC=C2C=C(NC(C12)=O)CCC(=O)N1CCN(CC1)C=1C=CC(=NC1)C#N